C1(CCC1)CN1C(=NC2=C(C=C(C=C2C1=O)C)[C@H](C)NC1=C(C(=O)O)C=CC=C1)N1CCOCC1 (S)-2-((1-(3-(cyclobutylmethyl)-6-methyl-2-morpholino-4-oxo-3,4-dihydroquinazolin-8-yl)ethyl)amino)benzoic acid